(4-(3-hydroxyoxetan-3-yl)phenyl)(4-(4-isopropylphenoxy)piperidin-1-yl)methanone OC1(COC1)C1=CC=C(C=C1)C(=O)N1CCC(CC1)OC1=CC=C(C=C1)C(C)C